trans-8-(3-((4-hydroxycyclohexyl)amino)-5-(trifluoromethyl)piperidin-1-yl)quinoxaline-5-carbonitrile OC1CCC(CC1)N[C@@H]1CN(C[C@H](C1)C(F)(F)F)C1=CC=C(C=2N=CC=NC12)C#N